(6R)-6-{[2-(4-methoxy-2-methylphenyl)[1,2,4]triazolo[1,5-c]quinazolin-5-yl]amino}-1,4-diazepan-5-one COC1=CC(=C(C=C1)C1=NN2C(=NC=3C=CC=CC3C2=N1)N[C@H]1C(NCCNC1)=O)C